ethyl 4-(2-methyl-3,3a,4,5,6,6a-hexahydro-1H-cyclopenta[c]pyrrol-5-yl)-8-oxo-11-thia-1,3,5-triazatetracyclo[8.7.0.02,7.012,17]heptadeca-2,4,6,9,12(17),13,15-heptaene-9-carboxylate CN1CC2C(C1)CC(C2)C=2N=C1N3C=4C=CC=CC4SC3=C(C(C1=CN2)=O)C(=O)OCC